CS(=O)(=O)CCN1C(C=CC=C1)=O 1-[2-(methylsulfonyl)ethyl]pyridin-2(1H)-one